2'-oxo-1'H-spiro[cyclopropane-1,4'-quinazolin]-3'-ylacetic acid O=C1NC2=CC=CC=C2C2(N1CC(=O)O)CC2